ClC1=NC=C(C(=N1)N(C1=C(C=CC=C1)N(S(=O)(=O)C)C)C)Cl N-(2-((2,5-dichloropyrimidin-4-yl)(methyl)amino)phenyl)-N-methylmethanesulfonamide